COC=1C=C2C(=NC(=NC2=CC1OC)C)N[C@H](C)C=1C=C(C=CC1)C=1C=C2CC(NC2=CC1)=O 5-(3-{(1R)-1-[(6,7-dimethoxy-2-methylquinazolin-4-yl)amino]-ethyl}phenyl)-1,3-dihydro-2H-indol-2-one